N-[3-(4-cyano-3-methoxy-phenoxy)-2,2,4,4-tetramethyl-cyclobutyl]-4-iodo-benzamide C(#N)C1=C(C=C(OC2C(C(C2(C)C)NC(C2=CC=C(C=C2)I)=O)(C)C)C=C1)OC